C(C)OC1=C(C=CC(=C1F)F)[C@@H]1[C@H](O[C@@]([C@@H]1C)(C(F)(F)F)C)C(=O)NC1=CC(=NC=C1)C(=O)N 4-((2S,3R,4R,5S)-3-(2-ethoxy-3,4-difluorophenyl)-4,5-dimethyl-5-(trifluoromethyl)tetrahydrofuran-2-carboxamido)picolinamide